ClC1=CC=C(C=C1)C1=CC(=CC(O1)=O)N1CCOCC1 6-(4-chlorophenyl)-4-morpholino-2H-pyran-2-one